7-hydroxy-4-(o-tolyl)isoquinolin-1(2H)-one OC1=CC=C2C(=CNC(C2=C1)=O)C1=C(C=CC=C1)C